1-(3-bromophenyl)-3-(1,3-dioxolan-2-yl)propan-1-one 2,3,4,5,6-pentafluorophenyl-1-azido-3,6,9,12-tetraoxapentadecane-15-ate FC1=C(C(=C(C(=C1F)F)F)F)OC(CCOCCOCCOCCOCCN=[N+]=[N-])=O.BrC=1C=C(C=CC1)C(CCC1OCCO1)=O